C(=O)(O)[C@H](O)[C@@H](O)C(=O)O.FC=1C=C(C=CC1F)[C@H]1[C@@H](C1)N (1R,2S)-2-(3,4-difluorophenyl)cyclopropylamine L-tartrate